BrC=1C=C2C(=NC1)NC=C2OC 5-bromo-3-methoxy-1H-pyrrolo[2,3-b]pyridine